4-(3-(2-((2R)-2-Hydroxy-7-azabicyclo[2.2.1]heptan-7-yl)acetyl)-2-methyl-5-(2,2,2-trifluoroethyl)-1H-pyrrol-1-yl)benzonitrile O[C@H]1C2CCC(C1)N2CC(=O)C2=C(N(C(=C2)CC(F)(F)F)C2=CC=C(C#N)C=C2)C